C(C)(C)C1=NC(=NC=C1)NC1=C(N=NN1C)C1=CC=C(C(=N1)C)OC1(CCCCC1)C(=O)O (6-(5-((4-isopropyl-pyrimidin-2-yl)amino)-1-methyl-1H-1,2,3-triazol-4-yl)-2-methylpyridin-3-yl)oxylcyclohexane-1-carboxylic acid